ClC1=CC(=C(C=C1)[C@@]1(OC2=C(C=CC=C2C(=C1)F)C1CCN(CC1)C)[2H])OC([2H])([2H])[2H] (4-((R)-2-(4-chloro-2-(methoxy-d3)phenyl)-4-fluoro-2H-chromen-8-yl-2-d)piperidin-1-yl)methane